N1[C@@H](CCC1)C(=O)N=[S@@](=O)(C)C=1C=C(C=CC1)NC(C1=C(N=C(C(=C1C)C=1C=NN(C1)C)C(F)(F)F)N1CCC(CCC1)(F)F)=O N-(3-((R)-N-(L-prolyl)-S-methylsulfonimidoyl)phenyl)-2-(4,4-difluoroazepan-1-yl)-4-methyl-5-(1-methyl-1H-pyrazol-4-yl)-6-(trifluoromethyl)nicotinamide